6-quinolinesulfonic acid, 3-(1-pyridinyl)-1-propanesulfonic acid salt N1(CC=CC=C1)CCCS(=O)(=O)O.N1=CC=CC2=CC(=CC=C12)S(=O)(=O)O